2-[2-(5-chloro-2-fluoro-phenyl)imidazo[1,2-a]pyridin-3-yl]-7-(5,6,7,8-tetrahydro-[1,2,4]triazolo[1,5-a]pyrazin-2-yl)-1,5-naphthyridine ClC=1C=CC(=C(C1)C=1N=C2N(C=CC=C2)C1C1=NC2=CC(=CN=C2C=C1)C1=NN2C(CNCC2)=N1)F